CS(=O)(=O)C=1N=NC=CN1 methylsulfonyl-1,2,4-triazine